FC1=C(C=C(C=C1)F)C1=NC=NC(=C1NC(C1=CN=C(C(=C1)F)C(C)(C)O)=O)C1OCC(CC1)(F)F N-(4-(2,5-difluorophenyl)-6-(5,5-difluorotetrahydro-2H-pyran-2-yl)pyrimidin-5-yl)-5-fluoro-6-(2-hydroxypropan-2-yl)nicotinamide